N1=CC=C(C=C1)N1C=CC=2C(=CC=CC12)C=O 1-(pyridin-4-yl)-1H-indole-4-carbaldehyde